C1(CC1)C1=C(C=2C(=NC=CN2)N1C1=CC=CC=C1)C=O 6-cyclopropyl-5-phenyl-5H-pyrrolo[2,3-b]pyrazine-7-carbaldehyde